FC=1C=C2C=NN(C2=CC1O)C1=CC=C(C=C1)OC1=CC=CC=C1 5-Fluoro-1-(4-phenoxyphenyl)-1H-indazol-6-ol